BrC1=C(C(=O)Cl)C=C(C=C1)OC 2-bromo-5-methoxybenzoyl chloride